COC=1C=2C(N=C(C1)C1=CC3=CN(N=C3C=C1OCOC)C)=CN(N2)C2CCN(CC2)C(=O)OC(C)(C)C tert-butyl 4-[7-methoxy-5-[6-(methoxymethoxy)-2-methyl-indazol-5-yl]pyrazolo[4,3-b]pyridin-2-yl]piperidine-1-carboxylate